N1=CC(=CC=C1)COC1=C2C(=NC(=C1)C1=CNC3=CN=C(C=C31)NC(C)=O)C3(OCC2)COCC3 N-(3-(4'-(pyridin-3-ylmethoxy)-4,5,5',6'-tetrahydro-2H-spiro[furan-3,8'-pyrano[3,4-b]pyridin]-2'-yl)-1H-pyrrolo[2,3-c]pyridine-5-yl)acetamide